ClC=1C(=CC=C2N=CC(=NC12)C=1C=NN(C1)CCO)OC1=CC2=C(N=C(N2COCC[Si](C)(C)C)C)C=C1 2-[4-[8-chloro-7-[2-methyl-3-(2-trimethylsilylethoxymethyl)benzimidazol-5-yl]oxy-quinoxalin-2-yl]pyrazol-1-yl]ethanol